FC1=NC(=CC=C1N1CCN(CC1)CC=1C=CC=2C=3N(C(NC2C1F)=O)C(=CN3)C)C(NC)=O 8-((4-(2-fluoro-6-(methylcarbamoyl)pyridin-3-yl)piperazin-1-yl)methyl)-3-methyl-7-fluoroimidazo[1,2-c]quinazolin-5(6H)-one